1-(2,2-difluoroethyl)-6-(4,5,6,7-tetrahydro-1H-pyrazolo[4,3-c]pyridin-1-yl)-1H-pyrazolo[3,4-b]pyrazine hydrochloride Cl.FC(CN1N=CC=2C1=NC(=CN2)N2N=CC=1CNCCC12)F